FC1=CC(=C(C(=C1)C)C(=O)C1=C(C2=C(S1)C=C(C=C2)O)OC2=CC=C(C=C2)N[C@H]2CN(CC2)CCCF)C (R)-(4-fluoro-2,6-dimethylphenyl)(3-(4-((1-(3-fluoropropyl)pyrrolidin-3-yl)amino)phenoxy)-6-hydroxybenzo[b]thiophen-2-yl)methanone